(S)-6-((tert-butoxycarbonyl)amino)-2-((S)-2-isobutyrylaminopropionylamino)hexanoic acid C(C)(C)(C)OC(=O)NCCCC[C@@H](C(=O)O)NC([C@H](C)NC(C(C)C)=O)=O